BrC1=C(C(=CC=C1)CBr)I bromo-3-(bromomethyl)-2-iodobenzene